5-methyl-2-(naphthalen-2-yl)-4-(4-phenoxybenzyl)oxazole CC1=C(N=C(O1)C1=CC2=CC=CC=C2C=C1)CC1=CC=C(C=C1)OC1=CC=CC=C1